FC(OC=1C=C(C=CC1)N1C(C(C2=CC(=CC=C12)C(=O)NC1(SOCC1)C)(C)O)=O)F 1-(3-(difluoromethoxy)phenyl)-3-hydroxy-3-methyl-N-(3-methyl-1,1-dioxathiolan-3-yl)-2-oxoindoline-5-carboxamide